1-((1-(4-chlorophenyl)vinyl)oxy)pyridin-1-ium ClC1=CC=C(C=C1)C(=C)O[N+]1=CC=CC=C1